3-(5-(4-methoxypyridin-2-yl)-1-oxoisoindolin-2-yl)piperidine-2,6-dione COC1=CC(=NC=C1)C=1C=C2CN(C(C2=CC1)=O)C1C(NC(CC1)=O)=O